ClC=1C=C(OC[C@H]2CN(CC2)C(C(=O)N[C@@H](C)C2=CC=C(C(=O)O)C=C2)(C)C)C=CC1 4-((S)-1-(2-((R)-3-((3-chlorophenoxy)methyl)pyrrolidin-1-yl)-2-methylpropionylamino)ethyl)benzoic acid